C1=CC=CC2=C1N1C3=C(C=C(C=C3OC=3C=CC=CC13)C=1C=C3OC=4C=CC=CC4N4C3=C(C1)OC1=C4C=CC=C1)O2 7,7'-bi[1,4]benzoxazino[2,3,4-kl]phenoxazine